OC1=C2C(=C3C(C(=COC3=C1)C1=CC=C(C=C1)OC)=O)OC(C=C2)(C)C 5-hydroxy-9-(4-methoxyphenyl)-2,2-dimethyl-2H,10H-pyrano[2,3-f]chromen-10-one